N-[2-cyano-6-(4-isopropylpiperazin-1-yl)phenyl]-3-methyl-3-phenoxypyrrolidine-1-carboxamide C(#N)C1=C(C(=CC=C1)N1CCN(CC1)C(C)C)NC(=O)N1CC(CC1)(OC1=CC=CC=C1)C